1,5-diamino-naphthalene NC1=CC=CC2=C(C=CC=C12)N